C(C)OP(OCC)(=O)CC=1C=NC(=CC1)CCl (6-(chloromethyl)pyridin-3-ylmethyl)phosphonic acid diethyl ester